N-(6-cyano-4-{[(2r,4r)-2-methyltetrahydro-2H-pyran-4-yl]amino}quinolin-3-yl)acetamide C(#N)C=1C=C2C(=C(C=NC2=CC1)NC(C)=O)N[C@H]1C[C@H](OCC1)C